(5,5-difluoro-5,6-dihydro-4H-1,3-oxazin-2-yl)quinazoline-4,6-diamine FC1(CN=C(OC1)C1=NC2=CC=C(C=C2C(=N1)N)N)F